O=C1CC[C@@H](CN1)C(=O)O (S)-6-oxopiperidine-3-carboxylic acid